CC1=CC=C(C=C1)S(=O)(=O)C=C(C1=CC=C(C=C1)C(F)(F)F)NC(C(=C)C)=O N-(2-(p-toluenesulfonyl)-1-(4-(trifluoromethyl)phenyl)vinyl)methacrylamide